C1(CC1)C(=O)NC=1N=C2N(C(=CC=C2)C=2C=C(C=CC2O)C2=CC=C(O2)P(O)(O)=O)C1 (5-(3-(2-(cyclopropanecarboxamido)imidazo[1,2-a]pyridin-5-yl)-4-hydroxyphenyl)furan-2-yl)phosphonic acid